1-(2-((4-(4-(3-(quinolin-4-yl)pyrazolo[1,5-a]pyrimidin-6-yl)phenyl)piperazin-1-yl)methyl)phenyl)dihydropyrimidine-2,4(1H,3H)-dione N1=CC=C(C2=CC=CC=C12)C=1C=NN2C1N=CC(=C2)C2=CC=C(C=C2)N2CCN(CC2)CC2=C(C=CC=C2)N2C(NC(CC2)=O)=O